2-(3,5-Di-tert-butylphenyl)-8-methoxybenzofuro[2,3-b]pyridine C(C)(C)(C)C=1C=C(C=C(C1)C(C)(C)C)C1=CC=C2C(=N1)OC1=C2C=CC=C1OC